OC=1C=C2C(N(C=NC2=CC1)C=1C=NC(=NC1)N1CCN(CC1)C(=O)OC(C)(C)C)=O tert-butyl 4-[5-(6-hydroxy-4-oxoquinazolin-3-yl)pyrimidin-2-yl]piperazine-1-carboxylate